C1(=CC=CC2=CC=CC=C12)[C@@H](C)NC1=NC=NC2=CC=C(C=C12)C#C[Si](C)(C)C (R)-N-(1-(naphthalen-1-yl)ethyl)-6-((trimethylsilyl)ethynyl)quinazolin-4-amine